FCC1=CC=C(C=C1)B(O)O 4-fluoromethyl-benzeneboronic acid